(R)-(2-(benzofuran-3-yl)-1-(5-oxospiro[3.3]heptane-2-carboxamido)ethyl)boronic acid O1C=C(C2=C1C=CC=C2)C[C@H](NC(=O)C2CC1(C2)C(CC1)=O)B(O)O